3-(4-((1R,5S)-3,8-diazabicyclo[3.2.1]octan-3-yl)-8-fluoro-2-(((2R,7aS)-2-fluorotetrahydro-1H-pyrrolizin-7a(5H)-yl)methoxy)quinazolin-7-yl)-4-methyl-5-(trifluoromethyl)aniline [C@H]12CN(C[C@H](CC1)N2)C2=NC(=NC1=C(C(=CC=C21)C=2C=C(N)C=C(C2C)C(F)(F)F)F)OC[C@]21CCCN1C[C@@H](C2)F